Difluorodiiodo-methane FC(I)(I)F